N-(3-chloro-4-methylphenyl)-5-(5-(1-(4-isobutylphenyl)ethyl)-1,3,4-oxadiazol-2-yl)-6-methyl-4-morpholinofurano[2,3-d]pyrimidin-2-amine ClC=1C=C(C=CC1C)NC=1N=C(C2=C(N1)OC(=C2C=2OC(=NN2)C(C)C2=CC=C(C=C2)CC(C)C)C)N2CCOCC2